4-((4-methylpiperazin-1-yl)methyl)-N-(3-chloro-4-((6-methylpyridin-2-yl)methoxy)phenyl)benzamide CN1CCN(CC1)CC1=CC=C(C(=O)NC2=CC(=C(C=C2)OCC2=NC(=CC=C2)C)Cl)C=C1